C12(CC3CC(CC(C1)C3)C2)CCCCCCCCCCOC2=C(C=C3C(=NC(=NC3=C2)C)N[C@H](C)C2=CC(=CC=C2)Br)OC 7-((10-((3r,5r,7r)-adamantan-1-yl)decyl)oxy)-N-((R)-1-(3-bromophenyl)ethyl)-6-methoxy-2-methylquinazolin-4-amine